3-[[2-bromo-4-[4-(dimethoxymethyl)-1-piperidinyl]phenyl]methylamino]piperidine-2,6-dione BrC1=C(C=CC(=C1)N1CCC(CC1)C(OC)OC)CNC1C(NC(CC1)=O)=O